C([2H])([2H])([2H])N(C1=CC=2C(N=C1)=NN(C2)C=2C=C(C=CC2F)NC(=O)N2CCC2)C([2H])([2H])[2H] N-(3-{5-[bis(2H3)methylamino]-2H-pyrazolo[3,4-b]pyridin-2-yl}-4-fluorophenyl)azetidine-1-carboxamide